ClC1=CC2=C(N(C(N2C2CCN(CC2)CC2=C(C=C(C=C2)F)Cl)=O)CCN2CCOCC2)C=C1F 5-chloro-3-(1-(2-chloro-4-fluorobenzyl)piperidin-4-yl)-6-fluoro-1-(2-morpholinoethyl)-1,3-dihydro-2H-benzo[d]imidazol-2-one